FC=1C=C(C(=O)NC=2SC(=C(C2C(=O)OC)C)C)C=CC1O methyl 2-(3-fluoro-4-hydroxybenzoamido)-4,5-dimethylthiophene-3-carboxylate